BenzoylethoxySulfonamide C(C1=CC=CC=C1)(=O)NS(=O)(=O)OCC